(S)-N-(2-hydroxyethyl)-5-nitroindole-2-carboxamide OCCNC(=O)C=1NC2=CC=C(C=C2C1)[N+](=O)[O-]